5-[(2S)-4-fluoro-6-hydroxy-2-{[(2-methylpropyl)amino]methyl}-2,3-dihydro-1H-indol-5-yl]-1λ6,2,5-thiadiazolidine-1,1,3-trione FC1=C2C[C@H](NC2=CC(=C1N1CC(NS1(=O)=O)=O)O)CNCC(C)C